2-[[4-[6-cycloprop-yl-3-(2H-tetrazol-5-yl)-2-pyridyl]piperazin-1-yl]methyl]-1,3-benzothiazole C1(CC1)C1=CC=C(C(=N1)N1CCN(CC1)CC=1SC2=C(N1)C=CC=C2)C=2N=NNN2